Cl.NC1=C(C=C(OC2=CC(=NC=C2)NC(OCC2=CC=CC=C2)=O)C=C1)SC benzyl N-[4-(4-amino-3-methylsulfanyl-phenoxy)-2-pyridyl]carbamate hydrochloride